FC1([C@@H]([C@@H](N(C1)C(=O)C1(CCC1)O)CC=1C(=C(C=CC1)C1=CC(=CC=C1)C)F)NS(N(C)C)(=O)=O)F N'-[(2S,3R)-4,4-difluoro-2-[(2-fluoro-3'-methyl[1,1'-biphenyl]-3-yl)methyl]-1-(1-hydroxycyclobutane-1-carbonyl)pyrrolidin-3-yl]-N,N-dimethylsulfuric diamide